5-hydroxymethyl-2'-deoxycytidine monophosphate P(=O)(O)(O)OC[C@@H]1[C@H](C[C@@H](O1)N1C(=O)N=C(N)C(=C1)CO)O